(S)-tert-butyl ((5-(2,7-dioxoazepan-3-yl)-4-oxo-5,6-dihydro-4H-thieno[3,4-c]pyrrol-1-yl)methyl)carbamate O=C1NC(CCC[C@@H]1N1CC=2C(C1=O)=CSC2CNC(OC(C)(C)C)=O)=O